(S)-(5-bromo-1-(sec-butyl)-1H-indazol-3-yl)-methanol BrC=1C=C2C(=NN(C2=CC1)[C@@H](C)CC)CO